N1(CCOCC1)C1=NC(=CC(=N1)C=1C(=CC(=NC1)N)C(F)(F)F)N1CCOCC1 (5-[2,6-bis(4-morpholinyl)-4-pyrimidinyl])-4-(trifluoromethyl)-2-pyridinylamine